O[C@@H]1C[C@H](N(C1)C([C@H](C(C)(C)C)NC(OC(C)(C)C)=O)=O)C(N[C@@H](C)C1=CC=C(C=C1)C1=C(N=CS1)C)=O Tert-butyl N-[(2S)-1-[(2S,4R)-4-hydroxy-2-[[(1S)-1-[4-(4-methyl-1,3-thiazol-5-yl)phenyl]ethyl]carbamoyl]pyrrolidin-1-yl]-3,3-dimethyl-1-oxobutan-2-yl]carbamate